N(=[N+]=[N-])C1C2=NC=CC=C2CC12CCN(CC2)C=2N=C1C(=NC2)N=C(C=C1)SC1=C(C(=NC=C1)N)Cl 4-((2-(7-azido-5,7-dihydrospiro[cyclopenta[b]pyridin-6,4'-piperidin]-1'-yl)pyrido[2,3-b]pyrazin-6-yl)sulfanyl)-3-chloropyridin-2-amine